(±)-N-(4,5-dichloropyridin-2-yl)-3-oxo-3,5,6,7,8,9-hexahydro-2H-6,9-epiminocyclohepta[c]pyridine-10-carboxamide ClC1=CC(=NC=C1Cl)NC(=O)N1C2CC=3C(=CNC(C3)=O)C1CC2